Hydroxyoleat OC(C(=O)[O-])CCCCCC\C=C/CCCCCCCC